F[C@@H]1CC2=CC[C@H](N2C1)C (2R,5R,7aS)-2-fluoro-5-methyltetrahydro-1H-pyrrolizin